2-fluoro-N-((4-methoxyphenyl)(methyl)(oxo)-λ6-sulfaneylidene)-4-(5-(trifluoromethyl)-1,2,4-oxadiazol-3-yl)benzamide FC1=C(C(=O)N=S(=O)(C)C2=CC=C(C=C2)OC)C=CC(=C1)C1=NOC(=N1)C(F)(F)F